O1CCC(CC1)C1=NC=2C(=NC=CC2[C@H]2CCN(CCC2)C(=O)C2=CC=C(C=C2)OC(F)(F)F)N1 |r| (rac)-[4-(2-tetrahydropyran-4-yl-3H-imidazo[4,5-b]pyridin-7-yl)azepan-1-yl]-[4-(trifluoromethoxy)phenyl]methanone